C(C)(C)(C)OC(=O)N1CCN(CC1)CCC([C@H](C(=O)O)NC(=O)OC1=CC=CC=C1)(C)C (R)-5-(4-(tert-butoxycarbonyl)piperazin-1-yl)-3,3-dimethyl-2-((phenoxycarbonyl)amino)pentanoic acid